C(#N)C(NC(=O)[C@@H]1[C@H]2C([C@H]2CN1C([C@H](C(C)(C)C)NC(C(F)(F)F)=O)=O)(C)C)C=1C=NC=C(C1)C(F)(F)F (1R,2S,5S)-N-(cyano(5-(trifluoromethyl)pyridin-3-yl)methyl)-3-((S)-3,3-dimethyl-2-(2,2,2-trifluoroacetylamino)butyryl)-6,6-dimethyl-3-azabicyclo[3.1.0]hexane-2-carboxamide